tert-butyl (4S)-2,2-dimethyl-4-[2-(triisopropylsilyl) ethynyl]-1,3-oxazolidine-3-carboxylate CC1(OC[C@@H](N1C(=O)OC(C)(C)C)C#C[Si](C(C)C)(C(C)C)C(C)C)C